C(#N)C1=CN=CC(=N1)N1C[C@@H](CC1)C=1C=C(C(=O)NC2=NC=CC(=C2)OC(F)F)C=CC1C (S)-3-(1-(6-cyanopyrazin-2-yl)pyrrolidin-3-yl)-N-(4-(difluoromethoxy)pyridin-2-yl)-4-methyl-benzamide